(E)-3-(4-Bromophenyl)-1-[2-hydroxy-6-(3-methylbut-2-enoxy)-4-(2-methylprop-1-enoxy)phenyl]prop-2-en-1-one BrC1=CC=C(C=C1)/C=C/C(=O)C1=C(C=C(C=C1OCC=C(C)C)OC=C(C)C)O